ethoxy ethylene diglycolate C(COCC(=O)O)(=O)O.C(C)OC=C